2-[(4-{[(1S)-2-hydroxy-1-phenylethyl]amino}-5-[3-(pyridin-4-yl)-1,2,4-oxadiazol-5-yl]pyridin-2-yl)amino]-6H,7H-pyrrolo[3,4-b]pyridin-5-one OC[C@H](C1=CC=CC=C1)NC1=CC(=NC=C1C1=NC(=NO1)C1=CC=NC=C1)NC1=CC=C2C(=N1)CNC2=O